OC=1C=CC(=C(C1)B(O)O)C(F)(F)F 5-HYDROXY-2-(TRIFLUOROMETHYL)PHENYLBORONIC ACID